(E)-N-(4-(1-(4-(1-(9-(2-(2,6-dioxopiperidin-3-yl)-1-oxoisoindolin-4-yl)non-8-yn-1-yl)piperidin-4-yl)benzoyl)piperidin-4-yl)butyl)-3-(pyridin-3-yl)acrylamide O=C1NC(CCC1N1C(C2=CC=CC(=C2C1)C#CCCCCCCCN1CCC(CC1)C1=CC=C(C(=O)N2CCC(CC2)CCCCNC(\C=C\C=2C=NC=CC2)=O)C=C1)=O)=O